1-[5-[4-chloro-2-[4-(3,5-dimethoxy-2-pyridyl)piperazine-1-carbonyl]-7-fluoro-1H-indol-6-yl]-3,6-dihydro-2H-pyridin-1-yl]-3-pyrazol-1-yl-propan-1-one ClC1=C2C=C(NC2=C(C(=C1)C1=CCCN(C1)C(CCN1N=CC=C1)=O)F)C(=O)N1CCN(CC1)C1=NC=C(C=C1OC)OC